(5-FORMYL-2-HYDROXY-PHENYL)-CARBAMIC ACID TERT-BUTYL ESTER C(C)(C)(C)OC(NC1=C(C=CC(=C1)C=O)O)=O